N(=[N+]=[N-])CC1=CC=C(C=C1)C1=NC=C(C#N)C=C1 6-(4-(azidomethyl)phenyl)nicotinonitrile